4-({3-[4-({1-[(2R)-2,3-dihydroxypropyl]piperidin-4-yl}amino)-1-(2,2,2-trifluoroethyl)-1H-indol-2-yl]prop-2-yn-1-yl}amino)-3-methoxybenzene-1-sulfonamide O[C@H](CN1CCC(CC1)NC1=C2C=C(N(C2=CC=C1)CC(F)(F)F)C#CCNC1=C(C=C(C=C1)S(=O)(=O)N)OC)CO